non-2E-enal C(\C=C\CCCCCC)=O